FC([C@H]([C@H](NC(=O)OCC1C2=CC=CC=C2C2=CC=CC=C12)C(=O)O)OC(C)(C)C)(F)F 4,4,4-trifluoro-N-Fmoc-O-tert-butyl-threonine